S-(2-aminoethyl)isothiouronium bromide [Br-].NCCSC(N)=[NH2+]